4-METHOXYPHENYL ISOCYANIDE COC1=CC=C(C=C1)[N+]#[C-]